3-(3-(furan-2-yl)phenyl)-2-methyl-5,6-dihydro-2H-2,6-methanobenzo[g][1,3,5]oxadiazocin-4(3H)-one O1C(=CC=C1)C=1C=C(C=CC1)N1C2(OC3=C(C(NC1=O)C2)C=CC=C3)C